8-[(3R)-4-[(3-Chlorophenyl)(5-fluoropyridin-2-yl)methyl]-3-methylpiperazin-1-yl]-5-methyl-6-oxo-5,6-dihydro-1,5-naphthyridin-2,7-dicarbonitril ClC=1C=C(C=CC1)C(N1[C@@H](CN(CC1)C1=C(C(N(C=2C=CC(=NC12)C#N)C)=O)C#N)C)C1=NC=C(C=C1)F